C(#N)C=1C=C(OC2=CC=C3C(=C(N=C(C3=C2)OCC)C(=O)NCC(=O)O)O)C=CC1 (7-(3-cyanophenoxy)-1-ethoxy-4-hydroxyisoquinoline-3-carbonyl)glycine